BrC1=CC2=C(N(C([C@H](O2)C)=O)CC2=CC(=CC=C2)C(F)F)C=C1F (2R)-7-bromo-4-{[3-(difluoromethyl)phenyl]methyl}-6-fluoro-2-methyl-2H-1,4-benzoxazin-3-one